NC1=C(C(=NN1C(C)C)C1=CC(=C(C=C1)CC(NC1=CC(=NO1)C1=C(C=C(C=C1)Cl)Cl)=O)F)C(=O)N 5-Amino-3-[4-([[3-(2,4-dichlorophenyl)-1,2-oxazol-5-yl]carbamoyl]methyl)-3-fluorophenyl]-1-isopropylpyrazole-4-carboxamide